phenyl-3-bromo-3-buten-2-one C1(=CC=CC=C1)CC(C(=C)Br)=O